C(C)[S@@](=O)(=N)C1=CC=C(NC=2C(=NC(=C(N2)NC)C=2C3=C(C=NC2)N(C=N3)C)C(=O)OC)C=C1 methyl (S)-3-[4-(ethylsulfonimidoyl)anilino]-5-(methylamino)-6-(3-methylimidazo[4,5-c]pyridin-7-yl)pyrazine-2-carboxylate